C(C1=CC=CC=C1)OC(=O)N[C@H](C(=O)OCC1=CC=CC=C1)CCC(=O)NC(C)(C)C (S)-benzyl 2-(((benzyloxy)carbonyl)amino)-5-(tert-butylamino)-5-oxopentanoate